C(C)(C)(C)C=1C=C(C(=O)OCCCCCCCCCCCCCC)C=C(C1O)C(C)(C)C tetradecyl 3,5-di-tert-butyl-4-hydroxybenzoate